N1=C(N=CC(=C1)[C@H]1[C@@H](C1)C=1C=C(C(=C(C1)N1N=CC(=C1)CO)F)F)C1=NC=CC=N1 trans-(1-(5-(2-([2,2'-bipyrimidin]-5-yl)cyclopropyl)-2,3-difluorophenyl)-1H-pyrazol-4-yl)methanol